IC1=NNC(=C1)C 3-iodo-5-methyl-1H-pyrazole